oxazolidin-2-one-4,4,5,5-d4 O1C(NC(C1([2H])[2H])([2H])[2H])=O